1-(6-(4-(5,6-dichloro-1H-indazol-4-yl)-3-(4-(3-methoxyazetidin-1-yl)-2,2-dimethylpiperidin-1-yl)-5-methyl-1H-pyrazol-1-yl)-2-azaspiro[3.3]heptan-2-yl)prop-2-en-1-one ClC=1C(=C2C=NNC2=CC1Cl)C=1C(=NN(C1C)C1CC2(CN(C2)C(C=C)=O)C1)N1C(CC(CC1)N1CC(C1)OC)(C)C